(2-(4-(1H-pyrazol-1-yl)phenoxy)-6-methylpyrimidin-4-yl)(4-(methylsulfonyl)piperazin-1-yl)methanone N1(N=CC=C1)C1=CC=C(OC2=NC(=CC(=N2)C(=O)N2CCN(CC2)S(=O)(=O)C)C)C=C1